BrC1=NN(C(=C1C(N)=O)NC)[C@@H]1CN(CC1)C(=O)OC(C)(C)C Tert-Butyl (S)-3-(3-Bromo-4-Carbamoyl-5-(Methylamino)-1H-Pyrazol-1-yl)Pyrrolidine-1-Carboxylate